(R)-6-chloro-N-(piperidin-3-yl)-5-trifluoromethylpyridazin-3-amine ClC1=C(C=C(N=N1)N[C@H]1CNCCC1)C(F)(F)F